IC=1C=C(C2=C(C(=CS2)CC(F)(F)F)C1)NC(OC(C)(C)C)=O tert-butyl N-[5-iodo-3-(2,2,2-trifluoroethyl)benzothiophen-7-yl]carbamate